C(=O)(O)CCCCC[N+]1=C(C(C2=CC=CC=C12)(C)C)C (5-carboxypentyl)-2,3,3-trimethyl-3H-indol-1-ium